(2R,3R,11bR)-3-(2,2-dimethylpropyl)-9-(2H3)methoxy-10-methoxy-1H,2H,3H,4H,6H,7H,11bH-pyrido[2,1-a]isoquinolin-2-ol CC(C[C@H]1[C@@H](C[C@H]2N(CCC3=CC(=C(C=C23)OC)OC([2H])([2H])[2H])C1)O)(C)C